N1(CCCCC1)C/C=C/C1=CC=C(C=N1)C1(NNC(=N1)N)N 3-(6-(3-piperidin-1-yl-(E)-propenyl)pyridin-3-yl)-1H-1,2,4-triazole-3,5-diamine